2-methyl-2-(3-(1-((2-methyl-6-(2-oxa-6-azaspiro[3.3]heptan-6-yl)-8,9-dihydro-7H-cyclopenta[h]quinazolin-4-yl)amino)ethyl)phenyl)propan-1-ol CC(CO)(C)C1=CC(=CC=C1)C(C)NC1=NC(=NC2=C3C(=C(C=C12)N1CC2(COC2)C1)CCC3)C